(S)-3-(3-cyano-4-fluorophenyl)-1-(8,9-difluoro-6-oxo-1,4,5,6-tetrahydro-2H-pyrano[3,4-c]isoquinolin-1-yl)-1-isobutyl-urea C(#N)C=1C=C(C=CC1F)NC(N(CC(C)C)[C@@H]1COCC=2NC(C=3C=C(C(=CC3C21)F)F)=O)=O